CCN(CC)C(=S)[S-].CCN(CC)C(=S)[S-].[Cd+2] cadmium diethyl dithiocarbamate